(R)-4-cyclopentyl-6,6a,7,8,9,10-hexahydro-5H-pyrazino[1,2-a][1,8]naphthyridine C1(CCCC1)C=1C=2CC[C@H]3N(C2N=CC1)CCNC3